BrC1=C(C(=C(C=O)C=C1)F)C 4-bromo-2-fluoro-3-methylbenzaldehyde